CS(=O)(=O)N[C@@H]1[C@@H](N(CCC1)C(=O)OC(C(F)(F)F)C(F)(F)F)COC1CCN(CC1)C1=NC=CC=N1 1,1,1,3,3,3-hexafluoropropan-2-yl cis-3-((methylsulfonyl)amino)-2-(((1-(pyrimidin-2-yl)piperidin-4-yl)oxy)methyl)piperidine-1-carboxylate